COC1=CC=C([C@@H](C)N)C=C1 (R)-4-methoxy-alpha-methylbenzylamine